O[C@@H]1C[C@H](N(C1)C([C@H](C(C)(C)C)N1N=NC(=C1)C=1C=NC=C(C1)OC)=O)C(=O)NC (2S,4r)-4-hydroxy-1-[(2S)-2-[4-(5-methoxy-3-pyridinyl)triazol-1-yl]-3,3-dimethyl-butyryl]-N-methyl-pyrrolidine-2-carboxamide